5-chloro-2-(2-methoxy-6-methylphenyl)-1-methylpyrrolo[2,3-c]pyridine ClC=1C=C2C(=CN1)N(C(=C2)C2=C(C=CC=C2C)OC)C